ClC=1C=CC(=NC1C)C=1NC(C=2N(C1)N=C(C2C2CC2)C(=O)O)=O 6-(5-Chloro-6-methylpyridin-2-yl)-3-cyclopropyl-4-oxo-4,5-dihydropyrazolo[1,5-a]pyrazine-2-carboxylic acid